4-(4-((2-(2,6-dioxopiperidin-3-yl)-7-fluoro-1-oxoisoindolin-5-yl)methyl)piperazin-1-yl)-N-(5-((R)-2-methoxy-2-phenylacetyl)-1,4,5,6-tetrahydropyrrolo[3,4-c]pyrazol-3-yl)benzamide O=C1NC(CCC1N1C(C2=C(C=C(C=C2C1)CN1CCN(CC1)C1=CC=C(C(=O)NC=2C3=C(NN2)CN(C3)C([C@@H](C3=CC=CC=C3)OC)=O)C=C1)F)=O)=O